N[C@H]1CN(CC[C@@H]1OC)C=1C=C2CN3[C@@H](C2=CC1)CNC[C@H]3C (4R,10bS)-8-[(3S,4S)-3-amino-4-methoxy-1-piperidyl]-4-methyl-3,4,6,10b-tetrahydro-1H-pyrazino[2,1-a]isoindol